BrC1=C(N=C2N(C1=O)C=CC=C2C2=CC=C(C(=O)N1C[C@@H](OCC1)C#N)C=C2)C(F)(F)F (2R)-4-(4-(3-bromo-4-oxo-2-(trifluoromethyl)-4H-pyrido[1,2-a]pyrimidin-9-yl)benzoyl)morpholine-2-carbonitrile